(S)-1-(5-((8-chloroimidazo[1,2-a]pyridin-7-yl)thio)pyrazin-2-yl)-4'H,6'H-spiro[piperidine-4,5'-pyrrolo[1,2-b]pyrazol]-4'-amine (trifluoroacetate) FC(C(=O)O)(F)F.ClC=1C=2N(C=CC1SC=1N=CC(=NC1)N1CCC3([C@@H](C=4N(N=CC4)C3)N)CC1)C=CN2